2-fluoro-3-[[(1R)-2-(1H-indol-3-yl)-1-methyl-ethyl]amino]2-methyl-propan-1-ol FC(CO)(CN[C@@H](CC1=CNC2=CC=CC=C12)C)C